(2E)-3-(2-{2,6-difluoro-4-[(3S)-3-fluoro-pyrrolidine-1-sulfonyl]phenyl}-3-fluoro-4-methylquinolin-7-yl)prop-2-enenitrile FC1=C(C(=CC(=C1)S(=O)(=O)N1C[C@H](CC1)F)F)C1=NC2=CC(=CC=C2C(=C1F)C)/C=C/C#N